C(C1=CC=CC=C1)OC=1C=CC(=NC1)Br 5-benzyloxy-2-bromopyridin